C(C=C)[Te]CC=C diallyl telluride